C(C)(=O)C1=NC=2N=C(NC(C2N1)=O)N monoacetylguanine